COCN(CCC[Si](OC)(OC)OC)COC {3-[di(methoxymethyl)amino]propyl}trimethoxysilane